CSC1=NC=C(C(=N1)NC(CC)CC)CO (2-(methylthio)-4-(pentan-3-ylamino)pyrimidin-5-yl)methanol